C1(CC1)C=1C=C(C=CC1F)[C@H]1CC2(CN(C2)C(=O)C2CC(C2)(C)O)CC1 |r| (rac)-(6-(3-Cyclopropyl-4-fluorophenyl)-2-azaspiro[3.4]octan-2-yl)((1s,3s)-3-hydroxy-3-methylcyclobutyl)methanone